CC1=C(CNC2=NC(=C3NC=NC3=N2)O)C=CC=C1 2-(2-methylbenzylamino)-6-hydroxypurine